C1(CC1)C1=NC=C(C=N1)B1OC(C(O1)(C)C)(C)C 2-cyclopropyl-5-(4,4,5,5-tetramethyl-1,3,2-dioxaborolan-2-yl)pyrimidine